1-(3-(3-((1-methyl-1H-imidazol-5-yl)ethynyl)-1H-pyrazolo[3,4-b]pyridin-1-yl)azetidin-1-yl)prop-2-en-1-one CN1C=NC=C1C#CC1=NN(C2=NC=CC=C21)C2CN(C2)C(C=C)=O